(R)-6-Azaspiro[3.4]octan-1-yl (7-fluoro-6-(8-methyl-2,3-dihydro-1H-pyrido[2,3-b][1,4]oxazin-7-yl)isoquinolin-3-yl)carbamate FC1=C(C=C2C=C(N=CC2=C1)NC(O[C@@H]1CCC12CNCC2)=O)C2=C(C1=C(OCCN1)N=C2)C